C(C(C)N)N 1,2-propylenediamine